6-(1-methyl-1H-pyrazol-4-yl)-4-(3-nitrophenyl)pyrazolo[1,5-a]pyrazine CN1N=CC(=C1)C=1N=C(C=2N(C1)N=CC2)C2=CC(=CC=C2)[N+](=O)[O-]